Diphenyl-4-methyl-pentene C1(=CC=CC=C1)C(=CCC(C)C)C1=CC=CC=C1